2-(6-((1H-Indazol-4-yl)methyl)-4-methyl-5-oxo-5,6-dihydro-4H-thiazolo[5',4':4,5]pyrrolo[2,3-d]pyridazin-2-yl)acetamide N1N=CC2=C(C=CC=C12)CN1N=CC2=C(C1=O)N(C1=C2SC(=N1)CC(=O)N)C